FC1=NN2C(N=CC3=C2[C@](CN3)(C(F)(F)F)C)=C1 (S)-2-fluoro-8-methyl-8-(trifluoromethyl)-7,8-dihydro-6H-pyrazolo[1,5-a]pyrrolo[2,3-e]pyrimidine